C(CCCC)C1CCC(CC1)CCO 2-(4-pentylcyclohexyl)ethan-1-ol